4-phenyl-1,2,5-oxadiazol-2-oxide C1(=CC=CC=C1)C=1C=[N+](ON1)[O-]